ClC1=C(CC(C1)(C)C)C=O 2-chloro-4,4-dimethylcyclopent-1-ene-1-carbaldehyde